C1(CCC1)C1=C(C=C2C=C(C(=NC2=C1)OC)C(=O)OCC)C(F)F ethyl 7-cyclobutyl-6-(difluoromethyl)-2-methoxyquinoline-3-carboxylate